Dichloro-2,3-butadien ClC(=C=CC)Cl